C(N)(=O)C12CC3(CC(CC(C1)C3)C2)NC(=O)C2=NC(=CC=C2)C 6-Methyl-pyridine-2-carboxylic acid (3-carbamoyl-adamantan-1-yl)-amide